C(C)(C)(C)C=1C=CC(=NC1)[C@@H](NC(=O)[C@H]1N(C[C@@H](C1)F)C(CC1=CN=NN1)=O)C1=CC=CC=C1 |o1:10| (2S,4R)-N-[(S) or (R)-(5-tert-butylpyridin-2-yl)(phenyl)methyl]-4-fluoro-1-[2-(1H-1,2,3-triazol-5-yl)acetyl]pyrrolidine-2-carboxamide